ClC=1N=C(C2=C(N1)N=C(C(=C2)C)C)C2=CCC(CC2)C(F)F 2-chloro-4-[4-(difluoromethyl)cyclohexen-1-yl]-6,7-dimethyl-pyrido[2,3-d]pyrimidine